N-(2-methoxyethyl)-4-[4-{[1-(propan-2-yl)-1H-pyrazolo[4,3-c]pyridin-6-yl]amino}-6-(pyrrolidin-1-yl)pyrimidin-2-yl]-1,4-diazepane-1-carboxamide COCCNC(=O)N1CCN(CCC1)C1=NC(=CC(=N1)NC1=CC2=C(C=N1)C=NN2C(C)C)N2CCCC2